1-(5-(cyclohexylthio)-4-(3,4-dichlorophenyl)thiazol-2-yl)-3-methyl-4-(2-nitrobenzyl)-1H-pyrazole-5-carboxylic acid C1(CCCCC1)SC1=C(N=C(S1)N1N=C(C(=C1C(=O)O)CC1=C(C=CC=C1)[N+](=O)[O-])C)C1=CC(=C(C=C1)Cl)Cl